NC1=C(SC2=NC(=C(C=C21)F)C)C(=O)NC2CC=1C=CC(=NC1CC2)N2CC1(OC(C(O1)C)C)C(C2)N 3-amino-N-(2-{9-amino-2,3-dimethyl-1,4-dioxa-7-azaspiro[4.4]nonan-7-yl}-5,6,7,8-tetrahydroquinolin-6-yl)-5-fluoro-6-methylthieno[2,3-b]pyridine-2-carboxamide